tert-butyl (2-amino-5-bromopyridin-3-yl)(methyl)carbamate NC1=NC=C(C=C1N(C(OC(C)(C)C)=O)C)Br